ClC1=C(C=CC(=C1)C(F)(F)F)N1CCC(CC1)(C(=O)NCCNC)C=1C=C(C(=NC1)C=1C(=NC=CC1)OCC)F 1-[2-chloro-4-(trifluoromethyl)phenyl]-4-{2'-ethoxy-3-fluoro-[2,3'-bipyridinyl]-5-yl}-N-[2-(methylamino)ethyl]piperidine-4-carboxamide